dimethyl 2-cyano-2,3-diisobutylsuccinate C(#N)C(C(=O)OC)(C(C(=O)OC)CC(C)C)CC(C)C